C(#N)C1=C(C=CC(=C1)F)SC=1C=2N(C=C(C1)C=1C(=NN(C1)[C@@H]1CNCCC1)C)N=CC2C#N (S)-4-((2-cyano-4-fluorophenyl)thio)-6-(3-methyl-1-(piperidin-3-yl)-1H-pyrazol-4-yl)pyrazolo[1,5-a]pyridine-3-carbonitrile